CC(CCC=CCC)C(=O)OC(C)(C)C Tert-butyl oct-5-ene-2-carboxylate